oxamide (mevalonate) C(C[C@@](O)(C)CCO)(=O)O.NC(=O)C(=O)N